ClC1=C(C=CC=C1Cl)N1CCN(CC1)C(CCN1CC=2C(NC=3C=CC(=CC3C2C1)OC)=O)=O 2-(3-(4-(2,3-dichlorophenyl)piperazin-1-yl)-3-oxopropyl)-8-methoxy-1,2,3,5-tetrahydro-4H-pyrrolo[3,4-c]quinolin-4-one